CNS(=O)(=O)C1CN(C1)C1=CC=2C(C=N1)=C(N(N2)C2=CC=CC=C2)C N-methyl-1-(3-methyl-2-phenyl-2H-pyrazolo[4,3-c]pyridin-6-yl)azetidine-3-sulfonamide